methyl-5-(2-(2-hydroxy-2-methylpropanamidyl)imidazo[1,2-b]pyridazin-6-yl)-2-methoxynicotinic acid CC1=NC(=C(C(=O)O)C=C1C=1C=CC=2N(N1)C=C(N2)NC(C(C)(C)O)=O)OC